C(C1=CC=CC=C1)OCCOC1=NC2=CC=C(C=C2C(=C1)Cl)[N+](=O)[O-] 2-(2-(benzyloxy)ethoxy)-4-chloro-6-nitroquinoline